(cyclopropylmethyl)-1-[5-[5-[(1R)-1-(3,5-dichloro-4-pyridinyl)ethoxy]-1H-indazol-3-yl]-3-fluoro-2-pyridinyl]-3-ethyl-azetidin-3-amine dihydrochloride Cl.Cl.C1(CC1)CC1N(CC1(N)CC)C1=NC=C(C=C1F)C1=NNC2=CC=C(C=C12)O[C@H](C)C1=C(C=NC=C1Cl)Cl